NC1=NC(=C(C=2N1C(N(N2)CC2=NC=C(C=C2)Cl)=O)C2=CC(=NC(=C2)OC)CO)C2=CC=CC=C2 5-amino-2-[(5-chloro-2-pyridinyl)methyl]-8-[2-(hydroxymethyl)-6-methoxy-4-pyridinyl]-7-phenyl-[1,2,4]triazolo[4,3-c]pyrimidin-3-one